1-(2,2-difluoroethyl)-6-(3-((2-methoxy-4-(methylsulfonyl)phenyl)amino)prop-1-yn-1-yl)-N-((3S,4S)-3-methylpiperidin-4-yl)-1H-benzo[d]imidazole-4-carboxamide FC(CN1C=NC2=C1C=C(C=C2C(=O)N[C@@H]2[C@H](CNCC2)C)C#CCNC2=C(C=C(C=C2)S(=O)(=O)C)OC)F